CN1N=CC(=C1)C=1N=CC2=C(C=CC=C2C1)C=1OC=2C(N1)=C(C=CC2)C(=O)O 2-(3-(1-methyl-1H-pyrazol-4-yl)isoquinolin-8-yl)benzo[d]oxazole-4-carboxylic acid